NC1=C2C=CC=NC2=C(C=C1)OC(F)(F)F 5-amino-8-trifluoromethoxyquinoline